ClC1=CC(=C(C=C1)N1C(C2=CC=CC(=C2C1)C1=CC(=C(CC2=NC3=C(N2C[C@H]2OCC2)C=C(C=C3)C(=O)O)C(=C1)F)F)=O)F (S)-2-(4-(2-(4-chloro-2-fluorophenyl)-1-oxoisoindolin-4-yl)-2,6-difluorobenzyl)-1-(oxetan-2-ylmethyl)-1H-benzo[d]imidazole-6-carboxylic acid